N1(CCOCC1)C=1C=C(C=CC1)B(O)O 3-(4-morpholinyl)phenylboronic acid